Triazacyclononane-3-carboxamide N1NN(CCCCCC1)C(=O)N